4-(5-(4,4-difluoropiperidine-1-carbonyl)-2H-indazol-2-yl)benzoic acid FC1(CCN(CC1)C(=O)C1=CC2=CN(N=C2C=C1)C1=CC=C(C(=O)O)C=C1)F